4-(1-(3,5-difluoropyridin-2-yl)ethoxy)-3'-fluoro-2'-(2-(2-hydroxypropan-2-yl)pyrimidin-4-yl)-3,5',6-trimethyl-2H-[1,4'-bipyridin]-2-one FC=1C(=NC=C(C1)F)C(C)OC1=C(C(N(C(=C1)C)C1=C(C(=NC=C1C)C1=NC(=NC=C1)C(C)(C)O)F)=O)C